C(C)OC(COC1=CC2=C(N(C=N2)C2=CC=C(C=C2)NC(=O)N2N=C(C=C2N)C(C)(C)C)C=C1)=O (1-{4-[(5-amino-3-tert-butyl-pyrazole-1-carbonyl)-amino]-phenyl}-1H-benzimidazol-5-yloxy)-acetic acid ethyl ester